1-(2-(3-Cyclopropylmethoxy-4-methoxyphenyl)-2-oxoethyl)pyridin-4(1H)-one C1(CC1)COC=1C=C(C=CC1OC)C(CN1C=CC(C=C1)=O)=O